C[C@H](C(=O)O)O (+)-Lactate